COC1=CC=C(C=C1)C=1C=C(C=C2C3=C(NC12)C(=NC=C3)C)C#N 8-(4-methoxy-phenyl)-1-methyl-9H-pyrido[3,4-b]indole-6-carbonitrile